[Cl-].[Cl-].CC1(C(=C(C=C1)C(CC)(CC)CC)C)[Zr+2]C1(C(=C(C=C1)C(CC)(CC)CC)C)C bis(1,2-dimethyl-3-(3-ethylpentan-3-yl)cyclopentadienyl)zirconium dichloride